2-((4,4-difluorocyclohexyl)amino)-6-(3-methyl-1H-pyrazol-1-yl)isonicotinonitrile FC1(CCC(CC1)NC=1C=C(C#N)C=C(N1)N1N=C(C=C1)C)F